4-(4-(((2S)-2-amino-4,5-dihydroxy-2,4-dimethylpentyl)oxy)-3-cyanophenyl)pyridine N[C@](COC1=C(C=C(C=C1)C1=CC=NC=C1)C#N)(CC(CO)(C)O)C